(1R,3s,5S)-3-((methylsulfonyl)oxy)-8-azabicyclo[3.2.1]octane-8-carboxylic acid tert-butyl ester C(C)(C)(C)OC(=O)N1[C@H]2CC(C[C@@H]1CC2)OS(=O)(=O)C